(R)-2-(4-oxo-5-((2-(trimethylsilyl)ethoxy)methyl)-4,5-dihydro-1H-pyrrolo[3,2-d]pyridazin-1-yl)propionic acid O=C1N(N=CC2=C1C=CN2[C@@H](C(=O)O)C)COCC[Si](C)(C)C